2,2'-dichloroazobenzene ClC1=C(C=CC=C1)N=NC1=C(C=CC=C1)Cl